ClC1=CC=C(C=C1)C(C(N1CC2(C3=CC=C(C=C13)OC(F)(F)F)CC2)=O)NC=2C=C(C=NOC(C(=O)O)(C)C)C=C(C2)OC 2-(((3-((1-(4-chlorophenyl)-2-oxo-2-(6'-(trifluoromethoxy)spiro[cyclopropane-1,3'-indolin]-1'-yl)ethyl)amino)-5-methoxybenzylidene)amino)oxy)-2-methylpropanoic acid